NC1=C(C(=NN1)C1=CC=C(C=C1)CNC(C1=C(C=CC(=C1)F)OC)=O)C#N N-{[4-(5-amino-4-cyano-1H-pyrazol-3-yl)phenyl]methyl}-5-fluoro-2-methoxybenzamide